3-cyanophenylallylidene-6-((5-isopropyl-1-(3-morpholinyl)propylimidazol-4-yl)methylene)piperazine-2,5-dione C(#N)C=1C=C(C=CC1)C=CC=C1C(NC(C(N1)=O)=CC=1N=C(NC1C(C)C)C(CC)C1NCCOC1)=O